C1(CC1)C(=O)OC1=CC2=C(N=C(N=C2N[C@H](C)C2=CC(=CC(=C2)C(F)(F)F)[N+](=O)[O-])C)N=C1N1CCCC1 (R)-1-(2-methyl-4-((1-(3-nitro-5-(trifluoromethyl) phenyl) ethyl) amino)-7-(pyrrolidin-1-yl) pyrido[2,3-d]pyrimidin-6-yl) cyclopropane-1-carboxylate